C(C)S(=O)(=O)NC(=O)N ethyl-sulfonylurea